ClC1=NC=CC(=C1Cl)C1=CC=C(C(=N1)OC)CN(C(OC(C)(C)C)=O)C[C@H]1NC(CC1)=O tert-butyl N-[[6-(2,3-dichloro-4-pyridyl)-2-methoxy-3-pyridyl]methyl]-N-[[(2S)-5-oxopyrrolidin-2-yl]methyl]carbamate